(S)-N-((1s,4R)-4-ethoxy-4-(trifluoromethyl)cyclohexyl)-4-(5-(6-methylpyrimidin-4-yl)-1H-pyrazole-3-carbonyl)-4-azaspiro[2.5]octane-7-carboxamide C(C)OC1(CCC(CC1)NC(=O)[C@H]1CCN(C2(CC2)C1)C(=O)C1=NNC(=C1)C1=NC=NC(=C1)C)C(F)(F)F